benzyl-furanol C(C1=CC=CC=C1)C1=C(OC=C1)O